C(C1=CC=CC=C1)OC=1C(C(=CN2N3[C@@H](CC[C@@H](N(C(C21)=O)C3)C)C=O)C(=O)NCC3=C(C=C(C=C3)F)F)=O (1S,2S,5S)-8-(benzyloxy)-N-(2,4-difluorobenzyl)-2-formyl-5-methyl-7,9-dioxo-2,3,4,5,7,9-hexahydro-1,6-methanopyrido[1,2-b][1,2,5]triazonine-10-carboxamide